NCCC1=CC(=C(C=C1OC)S(=O)(C)=N)OC (4-(2-aminoethyl)-2,5-dimethoxyphenyl)(imino)(methyl)-λ6-sulfanone